[Si](C)(C)(C(C)(C)C)OCCCCOC=1C(=NC=CC1)CO (3-(4-((tert-butyldimethylsilyl)oxy)butoxy)pyridin-2-yl)methanol